[6-{[2-(5-Chloropyridin-2-yl)imidazo[1,2-a]pyridin-3-yl]methyl}-2,6-diazabicyclo[3.2.2]non-2-yl](3-fluoro-6-methoxypyridin-2-yl)methanone ClC=1C=CC(=NC1)C=1N=C2N(C=CC=C2)C1CN1C2CCN(C(C1)CC2)C(=O)C2=NC(=CC=C2F)OC